6-((R)-3-(2,3-difluorophenyl)isoxazolidin-2-yl)-N-(4-((R)-2-methylisoxazolidin-3-yl)phenyl)pyrimidin-4-amine FC1=C(C=CC=C1F)[C@@H]1N(OCC1)C1=CC(=NC=N1)NC1=CC=C(C=C1)[C@@H]1N(OCC1)C